COC(CCCO)(OC)OC trimethoxybutanol